C=CN1CCCC1=O VinylPyrrolidone